COC=1C=C2CCCOC2=CC1 6-methoxychroman